4-(pyridin-2-yl)phenylboronic acid N1=C(C=CC=C1)C1=CC=C(C=C1)B(O)O